4-((4-cyanobenzyl)oxy)phenyl sulfurofluoridate S(OC1=CC=C(C=C1)OCC1=CC=C(C=C1)C#N)(=O)(=O)F